COC=1C=C(C=C(C1)OC)[N+]#[C-] 3,5-DIMETHOXY-PHENYLISOCYANIDE